tert-butyl(4-(6,8-difluoro-2-(((2R,7aS)-2-Fluorotetrahydro-1H-pyrrolizin-7a(5H)-yl)methoxy)-4-(3-oxoazepan-1-yl)quinazolin-7-yl)-7-fluorobenzo[d]thiazol-2-yl)carbamate C(C)(C)(C)OC(NC=1SC2=C(N1)C(=CC=C2F)C2=C(C=C1C(=NC(=NC1=C2F)OC[C@]21CCCN1C[C@@H](C2)F)N2CC(CCCC2)=O)F)=O